(2-(4-bromophenoxy)-2,2-difluoroethoxy)triisopropylsilane BrC1=CC=C(OC(CO[Si](C(C)C)(C(C)C)C(C)C)(F)F)C=C1